(12R)-20-amino-18-(propan-2-yl)-6-(trifluoromethyl)-22-oxa-3,4,16,21-tetraazatetracyclo[15.3.1.12,5.012,16]docosa-1(21),2,4,17,19-pentaen-6-ol NC1=CC(=C2N3CCC[C@H]3CCCCCC(C3=NN=C(C1=N2)O3)(O)C(F)(F)F)C(C)C